6-(4-amino-2-fluorophenyl)pyrimidin-4(3H)-one NC1=CC(=C(C=C1)C1=CC(NC=N1)=O)F